3-(6-oxo-9-trifluoromethyl-5,6,7,12-tetrahydro-indolo[3,2-d][1]benzazepin-2-yl)-propionitrile O=C1NC2=C(C3=C(C1)C1=CC(=CC=C1N3)C(F)(F)F)C=C(C=C2)CCC#N